fluoro-2-methoxy-3-methylpyridine FC1=C(C(=NC=C1)OC)C